(1R,2R)-2-carboxycyclobutane C(=O)(O)C1CCC1